FC1(C(C1)CN1N=C(C(=C1)NC(=O)C=1N=C(SC1)C=1C=NNC1)C(F)F)F N-{1-[(2,2-difluorocyclopropyl)methyl]-3-(difluoromethyl)-1H-pyrazol-4-yl}-2-(1H-pyrazol-4-yl)-1,3-thiazole-4-carboxamide